C(C)(C)(C)OC(NC1=NC(=CN=C1C1=C(C(=CC=C1)Cl)Cl)CO)=O (3-(2,3-dichlorophenyl)-6-(hydroxymethyl)pyrazin-2-yl)carbamic acid tert-butyl ester